CC(C(=O)N(CC1=CC=2N(C=C1)N=CC2)CCCOC2=CC(=CC=C2)Cl)OC2=CC=C(C=C2)C(C)C Methyl-N-(3-(3-chlorophenoxy)propyl)-2-(4-isopropylphenoxy)-N-(pyrazolo[1,5-a]pyridin-5-ylmethyl)acetamide